C12(CC3CC(CC(C1)C3)C2)CCN2CCN(CC2)CCCSC=2C=CC=C3C(N(C(=NC23)C)C2C(NC(CC2)=O)=O)=O 3-(8-((3-(4-(2-((3r,5r,7r)-adamantan-1-yl)ethyl)piperazin-1-yl)propyl)thio)-2-methyl-4-oxoquinazolin-3(4H)-yl)piperidine-2,6-dione